2-(dimethylamino) ethylene methyl (αE)-α-(methoxyimino)-2-[[[[(1E)-1-[3-(trifluoromethyl)phenyl]ethylidene]amino]oxy]methyl]benzeneacetate CO\N=C(\C(=O)OC)/C1=C(C=CC=C1)CO/N=C(\C)/C1=CC(=CC=C1)C(F)(F)F.CN(C=C)C